C(C)(C)(C)OC(=O)N1CCC2(CN(C2)C2(CC2)C(=O)OCC)CC1 2-(1-(ethoxycarbonyl)cyclopropyl)-2,7-diazaspiro[3.5]nonane-7-carboxylic acid tert-butyl ester